methacryloxyhexyl dihydrogen phosphate P(=O)(OCCCCCCOC(C(=C)C)=O)(O)O